N-{[4-(piperidine-1-sulfonyl)phenyl]methyl}-1H-pyrrolo[3,2-c]pyridine-2-carboxamide N1(CCCCC1)S(=O)(=O)C1=CC=C(C=C1)CNC(=O)C1=CC=2C=NC=CC2N1